2-(Cyclopropylacetyl)-N-[4-(1,1,1,3,3,3-hexafluoro-2-hydroxypropan-2-yl)phenyl]-5-(methylsulfonyl)-2,3-dihydro-1H-isoindol-1-carboxamid C1(CC1)CC(=O)N1C(C2=CC=C(C=C2C1)S(=O)(=O)C)C(=O)NC1=CC=C(C=C1)C(C(F)(F)F)(C(F)(F)F)O